N1=CC=C(C=C1)C1=CC=C(OC2C(COC2)NS(=O)(=O)C(C)C)C=C1 N-[4-(4-pyridin-4-ylphenoxy)tetrahydrofuran-3-yl]propane-2-sulfonamide